N-methyl-6-(trifluoromethyl)imidazo[1,2-a]pyrazine-2-carboxamide CNC(=O)C=1N=C2N(C=C(N=C2)C(F)(F)F)C1